BrC1=CC=C(C=2C=C(OC21)C)C(F)(F)F 7-bromo-2-methyl-4-(trifluoromethyl)benzofuran